tert-Butyl 3-(5-cyano-6-(methylthio)picolinamido)propanoate C(#N)C=1C=CC(=NC1SC)C(=O)NCCC(=O)OC(C)(C)C